N-(5-(1H-1,2,3-triazol-4-yl)thiazol-2-yl)-2,4,6-trihydroxypyrimidine-5-carboxamide N1N=NC(=C1)C1=CN=C(S1)NC(=O)C=1C(=NC(=NC1O)O)O